(S)-4-((S)-10-Acryloyl-1,2-difluoro-14-oxo-8,8a,9,10,11,12-hexahydro-7H,14H-pyrazino[1',2':5,6][1,5]diazocino[3,2,1-hi]indazol-3-yl)-2-amino-7-fluorobenzo[b]thiophene-3-carbonitrile C(C=C)(=O)N1C[C@H]2N(C(C=3C(=C(C(=C4C=NN(C34)CC2)C2=CC=C(C=3SC(=C(C32)C#N)N)F)F)F)=O)CC1